[Fe].[Co].[Sn] tin-cobalt-iron